3-nitrobenzene-1-sulfonyl chloride [N+](=O)([O-])C=1C=C(C=CC1)S(=O)(=O)Cl